CN(C)CCCCCCCCCCC N,N-dimethylundecylamine